11-(benzyloxy)-8-hydroxy-1,10-dioxo-N-(2,4,6-trifluorobenzyl)-1,3,4,5,6,7,8,10-octahydro-2,6a-methano[1,4]diazonino[9,1,2-cd]indolizine-9-carboxamide C(C1=CC=CC=C1)OC1=C2N3C4(CC(C3=C(C1=O)C(=O)NCC1=C(C=C(C=C1F)F)F)O)CCCCN(C2=O)C4